7-propoxy-1,3-benzothiazol-2-amine C(CC)OC1=CC=CC=2N=C(SC21)N